Tert-Butyl (S)-3-(3-Bromo-4-Cyano-5-(Methylamino)-1H-Pyrazol-1-yl)Pyrrolidine-1-Carboxylate BrC1=NN(C(=C1C#N)NC)[C@@H]1CN(CC1)C(=O)OC(C)(C)C